BrC1=C(C=C2C(CC(N(C2=C1)C1=C(C=CC=C1C)C)=O)=O)F 7-Bromo-1-(2,6-dimethylphenyl)-6-fluoroquinoline-2,4(1H,3H)-dione